10H-Indolo[1,2-a]benzimidazole C1=C2C=C3NC4=C(N3C2=CC=C1)C=CC=C4